rac-tert-butyl (2R,6R)-4-((6-chloropyrazin-2-yl)oxy)-2,6-dimethylpiperidine-1-carboxylate ClC1=CN=CC(=N1)OC1C[C@H](N([C@@H](C1)C)C(=O)OC(C)(C)C)C